C12CC(CC(C1)C2)OC2=C(C=C(C=C2C)NC(=O)C=2N=C(SC2CC)N2CC(C2)(C)OC)F N-(4-(bicyclo[3.1.1]heptan-3-yloxy)-3-fluoro-5-methylphenyl)-5-ethyl-2-(3-methoxy-3-methylazetidin-1-yl)thiazole-4-carboxamide